N-[(1s,4s)-4-methylcyclohexyl]piperidine-4-carboxamide CC1CCC(CC1)NC(=O)C1CCNCC1